[3H-].[Mn+2].[3H-] manganese tritide